FC1=C(C2=C(OCCO2)C=C1)C(=O)O 6-fluoro-2,3-dihydrobenzo[b][1,4]dioxine-5-carboxylic acid